1-[6-[5-[(6-methylpyridazin-3-yl)amino]benzimidazol-1-yl]-2-[5-methyl-2-(trifluoromethyl)-4-pyridinyl]-3-pyridinyl]ethanol CC1=CC=C(N=N1)NC1=CC2=C(N(C=N2)C2=CC=C(C(=N2)C2=CC(=NC=C2C)C(F)(F)F)C(C)O)C=C1